C(C)NS(=O)(=O)C1=C(C=CC(=C1)NC=1N=NC(=CC1)C)C1=CN=C(S1)C1CCC(CC1)NC([O-])=O [4-[5-[2-(ethylsulfamoyl)-4-[(6-methylpyridazin-3-yl)amino]phenyl]thiazol-2-yl]cyclohexyl]carbamate